ClC=1C=C2C(=NC=NC2=CC1C1=CC=CC=C1)NC1CN(C1)C(C=C)=O 1-(3-(6-chloro-7-phenyl-quinazolin-4-ylamino)azetidin-1-yl)prop-2-en-1-one